3-(2-chloro-4-(methylthio)pyrimidin-5-yl)oxabutan-3-ol ClC1=NC=C(C(=N1)SC)C(CO)(C)O